FC(CN1[C@@H](C=2NC3=CC=CC=C3C2C[C@H]1C)C=1SC(=CC1)O[C@H]1CNCC1)F (1S,3R)-2-(2,2-Difluoroethyl)-3-methyl-1-(5-(((R)-pyrrolidin-3-yl)oxy)thiophen-2-yl)-2,3,4,9-tetrahydro-1H-pyrido[3,4-b]indole